[Br-].OC(C)C1=NC=CN1O 1,3-dihydroxyethyl-imidazole bromide